CN(C(C1=CC(=CC(=C1)C(F)(F)F)C(F)(F)F)=O)[C@@H](C)C=1N(N=CN1)C1=NN(C(C=C1)=O)C N-methyl-N-[(1S)-1-[2-(1-methyl-6-oxo-pyridazin-3-yl)-1,2,4-triazol-3-yl]ethyl]-3,5-bis(trifluoromethyl)benzamide